laurylEther C(CCCCCCCCCCC)OCCCCCCCCCCCC